2-[[(1R)-1-(3,6-Dimethyl-4-oxo-2-phenyl-chromen-8-yl)ethyl]amino]benzaldehyde CC1=C(OC2=C(C=C(C=C2C1=O)C)[C@@H](C)NC1=C(C=O)C=CC=C1)C1=CC=CC=C1